[Sn].[Sb].[Ag] silver-antimony tin